6-{4-[4-(propan-2-yl)piperazin-1-yl]phenyl}-3-[3-(trifluoromethoxy)phenyl]-1,2-dihydroquinolin-2-one CC(C)N1CCN(CC1)C1=CC=C(C=C1)C=1C=C2C=C(C(NC2=CC1)=O)C1=CC(=CC=C1)OC(F)(F)F